O=C1NC(CCC1N1C(C2=CC=CC(=C2C1=O)NCCCCCCCCCCO)=O)=O 2-(2,6-dioxopiperidin-3-yl)-4-((10-hydroxydecyl)amino)isoindoline-1,3-dione